6-isopropoxy-2-(tetrahydro-2H-pyran-3-yl)-2H-pyrazolo[3,4-b]Pyridine-5-carboxylic acid methyl ester COC(=O)C1=CC=2C(N=C1OC(C)C)=NN(C2)C2COCCC2